2,6-Difluoro-3-(1-methyl-6-(2-(pyridin-2-ylmethyl)piperidin-1-yl)-1H-pyrazolo[3,4-d]pyrimidin-3-yl)-5-(trifluoromethyl)phenol FC1=C(C(=C(C=C1C1=NN(C2=NC(=NC=C21)N2C(CCCC2)CC2=NC=CC=C2)C)C(F)(F)F)F)O